(S)-4-methyl-2-(2-(3-(4-(trifluoromethyl)phenyl)ureido)acetamido)pentanoic acid CC(C[C@@H](C(=O)O)NC(CNC(=O)NC1=CC=C(C=C1)C(F)(F)F)=O)C